ethyl-6-(2,4-dimethoxybenzylamino)-4-(3-(3-fluorophenyl)-3,8-dimethyl-1,5-dioxo-1,2,3,5-tetrahydroimidazo[1,5-a]pyridin-6-ylamino)nicotinic acid C(C)C1=C(C(=O)O)C(=CC(=N1)NCC1=C(C=C(C=C1)OC)OC)NC1=CC(=C2N(C1=O)C(NC2=O)(C)C2=CC(=CC=C2)F)C